(R)-5-((7-chloro-1H-indol-3-yl)methyl)-3-methylimidazole ClC=1C=CC=C2C(=CNC12)CC1=CN(C=N1)C